3,7-dibromo-10-(4-n-butylphenyl)-10H-phenothiazine BrC=1C=CC=2N(C3=CC=C(C=C3SC2C1)Br)C1=CC=C(C=C1)CCCC